(R)-tert-butyl (2-hydroxy-1-(4-(4-methylthiazol-5-yl)phenyl)ethyl)carbamate OC[C@@H](C1=CC=C(C=C1)C1=C(N=CS1)C)NC(OC(C)(C)C)=O